IRON-COBALT-NICKEL [Ni].[Co].[Fe]